tert-butyl 5-((cyclopropylmethyl) (nitroso) amino)-3,4-dihydroisoquinoline-2(1H)-carboxylate C1(CC1)CN(C1=C2CCN(CC2=CC=C1)C(=O)OC(C)(C)C)N=O